4-((((2-(2,6-dioxopiperidin-3-yl)-1-oxoisoindolin-5-yl)methyl)amino)methyl)-N-(4-methyl-3-((4-(pyridin-3-yl)pyrimidin-2-yl)amino)phenyl)benzamide O=C1NC(CCC1N1C(C2=CC=C(C=C2C1)CNCC1=CC=C(C(=O)NC2=CC(=C(C=C2)C)NC2=NC=CC(=N2)C=2C=NC=CC2)C=C1)=O)=O